CN1CCC(CC1)C(=O)OCCOCCOCCOCCOCC(COCCCCCCOC(C(CCCCCCCC)CCCCCC)=O)OCCCCCCOC(C(CCCCCCCC)CCCCCC)=O 2-[2-[2-[2-[2,3-bis[6-(2-hexyldecanoyloxy) hexoxy] propoxy] ethoxy]ethoxy] ethoxy]ethyl 1-methylpiperidine-4-carboxylate